Cl.NC=1C=2N(C3=CC(=CC=C3N1)C(=O)O)C=NC2 4-aminoimidazo[1,5-a]quinoxaline-8-carboxylic acid hydrochloride